4-[3-(1,3-dimethylpyrazol-4-yl)-7,8-dihydro-5H-1,6-naphthyridin-6-yl]-7-methyl-thieno[3,2-d]pyrimidine CN1N=C(C(=C1)C=1C=NC=2CCN(CC2C1)C=1C2=C(N=CN1)C(=CS2)C)C